FC(C1=CC2=C(N=C(N=C2)NC2=C(C=C(C=C2)S(=O)(=O)Cl)C)N(C1=O)[C@H]1[C@](CCC1)(C)O)F 4-((6-(Difluoromethyl)-8-((1R,2R)-2-hydroxy-2-methylcyclopentyl)-7-oxo-7,8-dihydropyrido[2,3-d]pyrimidin-2-yl)amino)-3-methylbenzenesulfonyl chloride